ethyl 1-allyl-3-methyl-1H-pyrazol-5-carboxylate C(C=C)N1N=C(C=C1C(=O)OCC)C